(2S,3R,4R,5S)-1-(2-fluorophenylethyl)-2-methylpiperidine-3,4,5-triol FC1=C(C=CC=C1)CCN1[C@H]([C@H]([C@@H]([C@H](C1)O)O)O)C